N-(3-acetamido-2,6-difluorophenyl)-2-chloro-5-((1R,3R)-2,2-dichloro-3-(3,4,5-trichlorophenyl)cyclopropane-1-carboxamido)-3-methylbenzamide C(C)(=O)NC=1C(=C(C(=CC1)F)NC(C1=C(C(=CC(=C1)NC(=O)[C@@H]1C([C@H]1C1=CC(=C(C(=C1)Cl)Cl)Cl)(Cl)Cl)C)Cl)=O)F